N-methylnicotinate CN1CC(C(=O)[O-])=CC=C1